CC=1N=C(C2=C(N1)OC=C2C(=O)NCCC2=CC=C(C=C2)C)NC2(CC2)C methyl-4-[(1-methylcyclopropyl)amino]-N-[2-(4-methylphenyl)ethyl]furo[2,3-d]pyrimidine-5-carboxamide